Ethyl 2-(6-ethylpyridin-3-yl)-6-(hydroxymethyl)-6,7-dihydro-5H-pyrazolo[5,1-b][1,3]oxazine-3-carboxylate C(C)C1=CC=C(C=N1)C1=NN2C(OCC(C2)CO)=C1C(=O)OCC